triurea tricarbamate C(N)(O)=O.C(N)(O)=O.C(N)(O)=O.NC(=O)N.NC(=O)N.NC(=O)N